1-(4-chlorophenyl)-N-methyl-N-phenyl-1H-1,2,4-triazole-3-carboxamide ClC1=CC=C(C=C1)N1N=C(N=C1)C(=O)N(C1=CC=CC=C1)C